1,3,3-trimethyl-2-vinyl-1-cyclohexene CC1=C(C(CCC1)(C)C)C=C